1-(4-Methylphenyl)ethylamine CC1=CC=C(C=C1)C(C)N